C(C)(C)(C)OC(=O)N1C[C@@H]2COC3=C(CN2CC1)C=C(C(=C3Cl)C=3C(=CC=C1C=CN=C(C31)OC)C)F (12AR)-10-chloro-8-fluoro-9-(1-methoxy-7-methylisoquinolin-8-yl)-3,4,12,12a-tetrahydro-6H-pyrazino[2,1-c][1,4]benzooxazepine-2(1H)-carboxylic acid tert-butyl ester